C(=O)(OCC1=CC=CC=C1)[C@@]1([C@@H](CCCC1)N)O Cbz-trans-2-aminocyclohexanol